8-((6-((dimethylamino)methyl)-5-morpholinopyridin-2-yl)amino)-5-(1-methyl-1H-pyrrolo[2,3-b]pyridin-4-yl)-2,6-naphthyridin-1(2H)-one CN(C)CC1=C(C=CC(=N1)NC=1C=NC(=C2C=CNC(C12)=O)C1=C2C(=NC=C1)N(C=C2)C)N2CCOCC2